ClC(OC1=CC=C(C=C1)NC(C1=CN=C(C(=C1)C=1C=C2C(=NC1)CC=1C2=NN(C1)C1=NC=C(C=N1)F)N1C[C@H](CC1)F)=O)(F)F (S)-N-(4-(chlorodifluoromethoxy)phenyl)-5-(2-(5-fluoropyrimidin-2-yl)-2,4-dihydropyrazolo[3',4':3,4]cyclopenta[1,2-b]pyridin-7-yl)-6-(3-fluoropyrrolidin-1-yl)nicotinamide